(1-(4,5-dimethyl-6-oxo-1,6-dihydropyrimidin-2-yl)-3-methyl-1H-pyrazol-5-yl)propanamide CC=1N=C(NC(C1C)=O)N1N=C(C=C1C(C(=O)N)C)C